5-tertiary butyl-1,3-benzenedicarboxylic acid C(C)(C)(C)C=1C=C(C=C(C1)C(=O)O)C(=O)O